C12OCC(C1)(C2)C=2N=C1N(C=C(C(=N1)OC(C)C)C(=O)O)C2 2-(2-oxabicyclo[2.1.1]hexan-4-yl)-7-isopropoxyimidazo[1,2-a]pyrimidine-6-carboxylic acid